N-allyl-4,5-dimethylthiazole tetrafluoroborate F[B-](F)(F)F.C(C=C)N1CSC(=C1C)C